ClC1=C(C=C(C=C1)NC([C@H](CCO)NC(OC(C)(C)C)=O)=O)C tert-butyl (S)-(1-((4-chloro-3-methylphenyl)amino)-4-hydroxy-1-oxobutan-2-yl)carbamate